3-fluoro-1-hydroxy-5-(1H-pyrazol-1-yl)-5,6,7,8-tetrahydronaphthalene-2-carbaldehyde FC=1C(=C(C=2CCCC(C2C1)N1N=CC=C1)O)C=O